CC=1C=C(C=C(C1)C)C1=CN=C2C(=N1)N(C=C2)C=2C=CC(=C(NC1CN(C1)C(=O)OC(C)(C)C)C2)C(=O)OC tert-butyl 3-[5-[3-(3,5-dimethylphenyl) pyrrolo[2,3-b]pyrazin-5-yl]-2-methoxycarbonyl-anilino]azetidine-1-carboxylate